CC/C=C\C[C@H](/C=C/C=C\C=C\C=C\[C@H]([C@H](C/C=C\CCC(=O)O)O)O)O 7S,8R,17R-trihydroxy-4Z,9E,11E,13Z,15E,19Z-docosahexaenoic acid